(S)-4,5-dichloro-2-(4,4-difluoro-3-methylpiperidin-1-yl)pyrimidine ClC1=NC(=NC=C1Cl)N1C[C@@H](C(CC1)(F)F)C